C12(CC3CC(CC(C1)C3)C2)CN2N=CC(=C2C)C=2C(=NC(=CC2)N(C=2N=NC(=C(C2)C)NC=2SC3=NC=CC=C3N2)C)C(=O)NS(=O)(=O)CCCCC(=O)OCC ethyl 5-(N-(3-(1-((1s,3s)-adamantan-1-ylmethyl)-5-methyl-1H-pyrazol-4-yl)-6-(methyl (5-methyl-6-(thiazolo[5,4-b]pyridin-2-ylamino)pyridazin-3-yl)amino)picolinoyl)sulfamoyl)pentanoate